(5aR,5bS,7aS,10aS,10bR,12aR)-2-benzyl-5a,7a-dimethyl-4,5,5a,5b,6,7,7a,9,10,10a,10b,11,12,12a-tetradecahydro-8H-cyclopenta[7,8]phenanthro[2,1-d]thiazol-8-one C(C1=CC=CC=C1)C=1SC2=C(N1)CC[C@@]1([C@H]3CC[C@]4([C@H]([C@@H]3CC[C@H]12)CCC4=O)C)C